C(C)C(C(=O)O)C(=O)O.C(C)C(C(=O)O)C(=O)O.C1(CCC(CC1)CO)CO cyclohexane-1,4-dimethanol bis(ethyl malonate)